C12(CC(C1)C2)N2C[C@H](N(S(C1=C2C=C(C(=C1)O\C=C(\C(=O)O)/F)SC(C)C)(=O)=O)C)CCCC (R,Z)-3-((5-(bicyclo[1.1.1]pentan-1-yl)-3-butyl-7-(isopropylthio)-2-methyl-1,1-dioxido-2,3,4,5-tetrahydrobenzo[f][1,2,5]thiadiazepin-8-yl)oxy)-2-fluoroacrylic acid